C(CCCCCCCCCCCCCCC)OP(OCCCCCCCCCCCCCCCC)OCCCCCCCCCCCCCCCC phosphorous acid tri(n-hexadecyl) ester